CC1(N=COC1)C 4,4-dimethyl-4,5-dihydrooxazol